Cl.CN1C(=NC2=C1C=C(C=C2C)C2CCNCC2)C2=CC=C(C=C2)S(=O)(=O)N 4-(1,4-dimethyl-6-(piperidin-4-yl)-1H-benzo[d]imidazol-2-yl)benzenesulfonamide hydrochloride